(Z)-(4-(1-(4-(1-(3-(4-(2-(2,6-dioxopiperidin-3-yl)-1,3-dioxoisoindolin-5-yl)piperazin-1-yl)propyl)piperidin-4-yl)phenyl)-2-phenylbut-1-en-3-yl)phenyl)boronic acid O=C1NC(CCC1N1C(C2=CC=C(C=C2C1=O)N1CCN(CC1)CCCN1CCC(CC1)C1=CC=C(C=C1)\C=C(\C(C)C1=CC=C(C=C1)B(O)O)/C1=CC=CC=C1)=O)=O